C(=C)C1C2(CC12)[2H] vinylbicyclo[1.1.0]butane-1-d1